3,4-dihydroxy-4'-(trifluoro)methyltolan OC=1C=C(C=CC1O)C#CC1=CC=C(C=C1)C(F)(F)F